O.COCCOC 1,2-dimethoxyethane hydrate